NC1=CC(=C(C=N1)C1CCN(CC1)C(=O)C1=NC=C(C(=C1)OC)OC1=CC=CC=C1)C (6-Amino-4-methyl-3',4',5',6'-tetrahydro-2'H-[3,4']bipyridinyl-1'-yl)-(4-methoxy-5-phenoxy-pyridin-2-yl)-methanone